isopropyl ((R)-1-((R or S)-3-(2-(5-fluoro-thiophen-2-yl)ethyl)-1-(2-(6-methylpyridin-3-yl)propan-2-yl)pyrrolidin-3-yl)ethyl)carbamate FC1=CC=C(S1)CC[C@@]1(CN(CC1)C(C)(C)C=1C=NC(=CC1)C)[C@@H](C)NC(OC(C)C)=O |o1:8|